2-(2-Chloro-5-(1-hydroxyethyl)-8-oxothieno[2',3':4,5]pyrrolo[1,2-d][1,2,4]triazin-7(8H)-yl)-N-((1R,3R)-3-hydroxy-3-methylcyclohexyl)acetamid ClC1=CC2=C(C=C3N2C(=NN(C3=O)CC(=O)N[C@H]3C[C@](CCC3)(C)O)C(C)O)S1